6-[(4-hydroxy-4-piperidinyl)methyl]-2-methyl-3-(1-indenone-5-yl)pyrazolo[4,3-d]pyrimidin-7-one hydrochloride Cl.OC1(CCNCC1)CN1C=NC=2C(C1=O)=NN(C2C=2C=C1C=CC(C1=CC2)=O)C